4-[1-ethyl-3-(5-fluoro-2-pyridyl)pyrazol-4-yl]-1H-pyrrolo[2,3-b]pyridine C(C)N1N=C(C(=C1)C1=C2C(=NC=C1)NC=C2)C2=NC=C(C=C2)F